N1C(=NC2=C1C=CC=C2)C2=C(C(=CC=C2)Cl)C=2C(=CC(=CC2)C(N[C@@H](CCC)C2=C(C=CC=C2)F)=O)C(=O)O (S)-2'-(1H-1,3-benzodiazol-2-yl)-6'-chloro-4-{[1-(2-fluorophenyl)butyl]carbamoyl}-[1,1'-biphenyl]-2-carboxylic acid